N1(CCOCC1)CCC(=O)NC1=NC=CC(=C1)[N+](=O)[O-] 3-(morpholin-4-yl)-N-(4-nitropyridin-2-yl)propanamide